CC=1N=C2N(CCN(C2)C(=O)C=2C=C3C(=NC2)NC=C3C=3C=C2CNC(C2=CC3)=O)C1 5-(5-(2-methyl-5,6,7,8-tetrahydroimidazo[1,2-a]pyrazine-7-carbonyl)-1H-pyrrolo[2,3-b]pyridin-3-yl)isoindolin-1-one